(E)-3-(4-((3-(2-ethylbenzoyl)-7-hydroxyquinolin-4-yl)oxy)-3-methoxyphenyl)acrylic acid C(C)C1=C(C(=O)C=2C=NC3=CC(=CC=C3C2OC2=C(C=C(C=C2)/C=C/C(=O)O)OC)O)C=CC=C1